2-(6-chloropyrazin-2-yl)-2,2-difluoroethan-1-ol ClC1=CN=CC(=N1)C(CO)(F)F